N1(C=NC=2C=NC=CC21)C[C@@]2(C[C@@]1(CN(C(C1=O)=O)C1=NC=C(N=C1)C(C)(C)O)CCC2)C (5R,7S)-7-((1H-imidazo[4,5-c]pyridin-1-yl)methyl)-3-(5-(2-hydroxypropan-2-yl)pyrazin-2-yl)-7-methyl-1-oxo-3-azaspiro[4.5]decan-2-one